Tert-butyl (2-((2-hydroxyethyl)amino)-2-oxoethyl)carbamate OCCNC(CNC(OC(C)(C)C)=O)=O